NC=1C(N(C2=C(N1)SC(=C2)C(=O)NCC(CN2N=CN=C2)(C)O)C2=CC1=C(OCCN1C1=CC=CC=C1)C=C2)=O 3-amino-N-(2-hydroxy-2-methyl-3-(1H-1,2,4-triazol-1-yl)propyl)-2-oxo-1-(4-phenyl-3,4-dihydro-2H-benzo[b][1,4]oxazin-6-yl)-1,2-dihydrothieno[2,3-b]pyrazine-6-carboxamide